6-((1-Methylazetidin-3-yl)oxy)-1,2,3,4-tetrahydroisoquinoline TFA salt OC(=O)C(F)(F)F.CN1CC(C1)OC=1C=C2CCNCC2=CC1